C1NCC12CC(CC2)N2CCN(CC2)C2=NC=CC=C2O 2-[4-(2-azaspiro[3.4]octan-6-yl)piperazin-1-yl]pyridin-3-ol